4-amino-1-(2-chloro-4-fluorophenyl)-1-hydroxy-7-nitro-3-oxo-2,3-dihydro-1H-isoindole-5-carbaldehyde NC1=C2C(NC(C2=C(C=C1C=O)[N+](=O)[O-])(O)C1=C(C=C(C=C1)F)Cl)=O